3-(4-(2,4-difluorobenzyloxy)-3-bromo-6-methyl-2-oxopyridin-1(2H)-yl)-N-(3-aminopropyl)benzamide FC1=C(COC2=C(C(N(C(=C2)C)C=2C=C(C(=O)NCCCN)C=CC2)=O)Br)C=CC(=C1)F